C(C)(=O)NC1C(OC(C1)=O)=O 3-acetylaminotetrahydrofuran-2,5-dione